COC1=C(C(=O)OC)C=CC(=C1)C1=NC(=CN=C1)C=1SC=C(C1)NC(CCCC)=O Methyl 2-methoxy-4-(6-(4-pentanamidothiophen-2-yl)pyrazin-2-yl)benzoate